1-((1s,4s)-4-((4-methoxy-5-(quinoxalin-6-yl)-7H-pyrrolo[2,3-d]pyrimidin-2-yl)amino)cyclohexyl)pyrrolidin-2-one COC=1C2=C(N=C(N1)NC1CCC(CC1)N1C(CCC1)=O)NC=C2C=2C=C1N=CC=NC1=CC2